BrC=1N=C(C(NC1)N)N1CCC2(CC2)CC1 5-bromo-3-(6-azaspiro[2.5]octan-6-yl)-1,2-dihydropyrazin-2-amine